2-butyl-5-{[2-(4-chlorophenyl)-1,3-thiazol-4-yl]methyl}-3-(2,6-dimethoxyphenyl)-6-hydroxy-3,4-dihydropyrimidin-4-one C(CCC)C1=NC(=C(C(N1C1=C(C=CC=C1OC)OC)=O)CC=1N=C(SC1)C1=CC=C(C=C1)Cl)O